ClC=1C=C(C=CC1F)NC(=O)C1N(S(NC(C1)C(=O)NCC1=CC=C(C=C1)OC)(=O)=O)C N3-(3-chloro-4-fluoro-phenyl)-N5-[(4-methoxyphenyl)methyl]-2-methyl-1,1-dioxo-1,2,6-thiadiazinane-3,5-dicarboxamide